methoxy-N,2-dimethyl-3-(trifluoromethyl)benzamide zirconium tetra(stearate) C(CCCCCCCCCCCCCCCCC)(=O)[O-].C(CCCCCCCCCCCCCCCCC)(=O)[O-].C(CCCCCCCCCCCCCCCCC)(=O)[O-].C(CCCCCCCCCCCCCCCCC)(=O)[O-].[Zr+4].COC1=C(C(=C(C(=O)NC)C=C1)C)C(F)(F)F